C(C)(C)(C)OC(=O)N[C@H]1C[C@H](N(C1)C)C(=O)O (2S,4S)-4-(tert-butoxycarbonylamino)-1-methyl-pyrrolidine-2-carboxylic acid